ClC1=CC(=C(C=C1)C1(OC2=C(O1)C=CC=C2C21N(CCNC1CC2)CC2=NC1=C(N2C[C@H]2OCC2)C=C(C=C1)C(=O)O)C)F (((2-(4-Chloro-2-fluorophenyl)-2-methylbenzo[d][1,3]dioxol-4-yl)-2,5-diazabicyclo[4.2.0]octan-2-yl)methyl)-1-(((S)-oxetan-2-yl)methyl)-1H-benzo[d]imidazole-6-carboxylic acid